N1C=NC2=C1C=C(C=C2)CN(C(=S)N)CC2=CC=C(C=C2)OC 1-((1H-benzo[d]imidazol-6-yl)methyl)-1-(4-methoxybenzyl)thiourea